5-(4-chloro-2-fluorophenyl)-2,3-dimethyl-7-((2s,4r)-2-(2-methyl-4-pyridyl)tetrahydro-2H-pyran-4-yl)pyrido[3,4-b]pyrazine ClC1=CC(=C(C=C1)C1=NC(=CC=2C1=NC(=C(N2)C)C)[C@H]2C[C@H](OCC2)C2=CC(=NC=C2)C)F